COCC1CN(C1)C1=C2C=CNC(C2=CN=C1)=O 5-[3-(methoxymethyl)azetidin-1-yl]-2,7-naphthyridin-1-one